N-lauroyl-sarcosine potassium [K].C(CCCCCCCCCCC)(=O)N(C)CC(=O)O